C(CCCCCCCCC\C=C/CC=CCC=CCC)(=O)O cis-11,14,17-Eicosatrienoic Acid